6-chloro-2-(cyclopropylamino)-8-(4-Cyclopropylphenyl)pteridine-7(8H)-one ClC1=NC=2C=NC(=NC2N(C1=O)C1=CC=C(C=C1)C1CC1)NC1CC1